ONC(C1=CC=C(C=C1)CN1S(C2=C(NC1=O)C=CC(=C2)OC)(=O)=O)=O N-hydroxy-4-((7-methoxy-1,1-dioxo-3-oxo-3,4-dihydro-2H-benzo[e][1,2,4]thiadiazin-2-yl)methyl)benzamide